8-Isopropyl-2-(methylthio)-5-((triisopropylsilyl)ethynyl)pyrido[2,3-d]pyrimidin-7(8H)-one C(C)(C)N1C(C=C(C2=C1N=C(N=C2)SC)C#C[Si](C(C)C)(C(C)C)C(C)C)=O